4-hydroxy-6-methyl-3-(4-phenylbutyryl)-2H-pyran-2-one OC1=C(C(OC(=C1)C)=O)C(CCCC1=CC=CC=C1)=O